C(C)NC1=C(C(OC2=CC=CC=C12)=O)C=O 4-(ETHYLAMINO)-2-OXO-2H-CHROMENE-3-CARBALDEHYDE